N-(6-chloro-1-(3-(3-hydroxyphenyl)prop-2-yn-1-yl)-3-methyl-2,4-dioxo-1,2,3,4-tetrahydropyrimidin-5-yl)-3-(3-chlorophenyl)propanamide ClC1=C(C(N(C(N1CC#CC1=CC(=CC=C1)O)=O)C)=O)NC(CCC1=CC(=CC=C1)Cl)=O